C[C@H]1N(CCN(C1)C)CC=1C=CC(=NC1)NC=1N=CC2=C(N1)C(=NC(=C2)[C@@H](C)O)N2CCCCC2 (1R)-1-[2-[[5-[[(2R)-2,4-dimethylpiperazin-1-yl]methyl]pyridin-2-yl]amino]-8-piperidin-1-ylpyrido[3,4-d]pyrimidin-6-yl]ethanol